ONN1N=C(C(C1=O)CCO)C (hydroxyamino)-4-(2-hydroxyethyl)-3-methyl-4,5-dihydro-1H-pyrazol-5-one